NC=1C(=C(C=C2C=C(N=CC12)NC(N(C1CCOCC1)C)=O)C1=C(C2=C(OCCN2)N=C1)C)F 3-(8-Amino-7-fluoro-6-(8-methyl-2,3-dihydro-1H-pyrido[2,3-b][1,4]oxazin-7-yl)isoquinolin-3-yl)-1-methyl-1-(tetrahydro-2H-pyran-4-yl)urea